NC=1C(=C(C=C2C=C(N=CC12)NC(O[C@H]1[C@@H](OCC1)C)=O)C1=C(C2=C(OCCN2)N=C1)C)F (2S,3R)-2-methyltetrahydrofuran-3-yl (8-amino-7-fluoro-6-(8-methyl-2,3-dihydro-1H-pyrido[2,3-b][1,4]oxazin-7-yl)isoquinolin-3-yl)carbamate